FC1(CCN(CC1)C=1C=2N(C=CN1)N=CN2)C(=O)N2CCOC1=C(C2)C=NC=C1 4-[4-fluoro-1-([1,2,4]triazolo[1,5-a]pyrazin-8-yl)piperidine-4-carbonyl]-3,5-dihydro-2H-pyrido[3,4-f][1,4]oxaazepine